[Na+].[Na+].[Na+].[Na+].C(=O)([O-])C(CC(C(=O)[NH-])(CC(=O)N)S(=O)(=O)[O-])C(=O)[O-] 2-dicarboxyethyl-sulfosuccinamide tetrasodium salt